5-methyl-7-(pyrrolidin-1-yl)-2-(trifluoromethyl)[1,2,4]triazolo[1,5-a]pyrimidine CC1=NC=2N(C(=C1)N1CCCC1)N=C(N2)C(F)(F)F